NC(C(C(CCCCNC(OCC1=CC=CC=C1)=O)NC(=O)[C@H]1N(C[C@H](C1)N1N=NC=C1C(C)(C)O)C([C@@H](CC1CCCCC1)NC(C1=CC(=CC=C1)C(N)=O)=O)=O)=O)=O benzyl (7-amino-5-((2S,4S)-1-((R)-2-(3-carbamoylbenzamido)-3-cyclohexylpropanoyl)-4-(5-(2-hydroxypropan-2-yl)-1H-1,2,3-triazol-1-yl)pyrrolidine-2-carboxamido)-6,7-dioxoheptyl)carbamate